N-tris(hydroxymethyl)methyl-acrylamide OCC(NC(C=C)=O)(CO)CO